(E)-2-hydroxy-3-isopentenyl-4-methoxyphenylacrylic acid OC1=C(C=CC(=C1CCC(=C)C)OC)C(C(=O)O)=C